((7-bromo-4-oxoquinazolin-3(4H)-yl)methyl)-N-methylbenzamide BrC1=CC=C2C(N(C=NC2=C1)CC1=C(C(=O)NC)C=CC=C1)=O